BrC1=C(C=C(C=C1)C1=CC=2N(C=C1)N=C(C2)C)OCOC 5-[4-Bromo-3-(methoxymethoxy)phenyl]-2-methylpyrazolo[1,5-a]pyridine